C1(=CC=CC=C1)NCC1=CN=C(S1)C(=O)O 5-((phenylamino)methyl)thiazole-2-carboxylic acid